(R)-2,2-difluoro-N-(6-(2-((6-((R)-1-hydroxypropyl)-4-methylpyridin-3-yl)amino)-1H-imidazol-1-yl)pyrimidin-4-yl)cyclopropane-1-carboxamide FC1([C@H](C1)C(=O)NC1=NC=NC(=C1)N1C(=NC=C1)NC=1C=NC(=CC1C)[C@@H](CC)O)F